3-(2-(6-(trifluoromethoxy)pyridin-2-yl)-1,2,3,4-tetrahydroisoquinolin-6-yl)propionic acid FC(OC1=CC=CC(=N1)N1CC2=CC=C(C=C2CC1)CCC(=O)O)(F)F